N[C@@H]1C[C@H](N(C1)C#N)C (2R,4R)-4-amino-2-methylpyrrolidine-1-carbonitrile